hepten-2-ene CC=CC=CCC